The molecule is a pentacyclic triterpenoid of the class of arborinane-type terpenoids isolated from the roots of Rubia yunnanensis. It has a role as a metabolite and a plant metabolite. It is a cyclic terpene ketone, an acetate ester, a diol and a pentacyclic triterpenoid. CC(C)[C@@H]1C[C@H]([C@H]2[C@]1(CC[C@@]3([C@@]2(CC=C4[C@H]3[C@H](C[C@@H]5[C@@]4(CCC(=O)C5(C)C)C)O)C)C)CO)OC(=O)C